O1COC2=C1C=CC(=C2)CNC2=CC(=NC=1N2N=C(C1C1=CC(=C(C=C1)OC)OC)C)C N-(1,3-benzodioxol-5-ylmethyl)-3-(3,4-dimethoxyphenyl)-2,5-dimethyl-pyrazolo[1,5-a]pyrimidin-7-amine